N-cyclohexyl-N-methyl{8'-bromo-4'H-spiro[cyclopropane-1,5'-naphtho[2,1-d][1,2]oxazol]-3'-ylamino}sulfonamide rac-tert-Butyl-(4-methoxybenzyl)(2-oxopropyl)carbamate C(C)(C)(C)OC(N(CC(C)=O)CC1=CC=C(C=C1)OC)=O.C1(CCCCC1)N(S(=O)(=O)NC1=NOC2=C1CC1(C3=CC=C(C=C32)Br)CC1)C